Flavone O1C(=CC(=O)C2=CC=CC=C12)C1=CC=CC=C1